1-(4-((4-(3-phenylisoxazolidin-2-yl)-5-(trifluoromethyl)pyrimidin-2-yl)amino)phenyl)ethane-1-one C1(=CC=CC=C1)C1N(OCC1)C1=NC(=NC=C1C(F)(F)F)NC1=CC=C(C=C1)C(C)=O